6-(morpholin-4-yl)-3-nitropyridin-2-amine N1(CCOCC1)C1=CC=C(C(=N1)N)[N+](=O)[O-]